2-(n-octylthio)ethyl-3,5-di-tert-butyl-4-hydroxy-sorbitol C(CCCCCCC)SCCC(O)[C@H](O)[C@@](O)(C(O)([C@](O)(CO)C(C)(C)C)O)C(C)(C)C